C(C)C=1C(=NC=NC1)N1CCNCC1 5-ethyl-4-(piperazin-1-yl)pyrimidine